C(C1=CC=CC=C1)N(C([O-])=O)C1=C(C=C(C=C1)S(N(C)C(=O)OC(C)(C)C)(=O)=O)B1OC(C(O1)(C)C)(C)C N-Benzyl-N-[4-[tert-butoxycarbonyl(methyl)sulfamoyl]-2-(4,4,5,5-tetramethyl-1,3,2-dioxaborolan-2-yl)phenyl]carbamate